OC1=C(C(=O)C2=CC=C(C=C2)OCCC)C=CC(=C1)OC 2-hydroxy-4-methoxy-4'-n-propoxybenzophenone